ClC=1C=C(C=C(C1)Cl)C1=CC(=CC(=C1)Cl)Cl 3,3',5,5'-Tetrachloro-1,1'-biphenyl